{1-[4-(3-fluorophenyl)-2-(hydroxymethyl) phenyl]-3-[(2-methoxyethyl) (methyl) carbamoyl]Tert-butyl piperidin-3-yl} carbamate C(N)(OC1(C(N(CCC1)C1=C(C=C(C=C1)C1=CC(=CC=C1)F)CO)C(C)(C)C)C(N(C)CCOC)=O)=O